octahydro-2H-pyrrolo[3,2-b]pyridin-2-one N1C(CC2NCCCC21)=O